N,N'-diethylformamide CCC(=O)NCC